4-(2,3,5-trifluorophenyl)butane-1,3-dione FC1=C(C=C(C=C1F)F)CC(CC=O)=O